N[C@@H]1CN(CC1)C1=C(C=CC=2N(C(=NC21)C)C2CC2)NC(=O)C=2C(N(N=CC2)C2=C(C=CC=C2F)F)=O (S)-N-(4-(3-aminopyrrolidin-1-yl)-1-cyclopropyl-2-methyl-1H-benzo[d]imidazol-5-yl)-2-(2,6-difluorophenyl)-3-oxo-2,3-dihydropyridazine-4-carboxamide